NC(CC)NC1=CC=CC=2C(C3=CC=CC=C3C(C12)=O)=O 1-aminopropylaminoanthraquinone